3-((1-((2R,4R,5R)-3,3-difluoro-4-hydroxy-5-(hydroxymethyl)tetrahydrofuran-2-yl)-2-oxo-1,2-dihydropyrimidin-4-yl)carbamoyl)-1-methylpyridin-1-ium iodide [I-].FC1([C@@H](O[C@@H]([C@H]1O)CO)N1C(N=C(C=C1)NC(=O)C=1C=[N+](C=CC1)C)=O)F